4-(chloromethyl)-2-methyloxazole ClCC=1N=C(OC1)C